O[C@H](C)[C@@H]1[C@H]2[C@H](C(=CN2C1=O)SC1CN(C1)C1CC(C1)CNC(=O)OCC1=CC=C(C=C1)[N+](=O)[O-])C (4R,5S,6S)-6-((R)-1-hydroxyethyl)-4-methyl-3-((1-((1r,3R)-3-(((((4-nitrobenzyl)oxy)carbonyl)amino)methyl)cyclobutyl)azetidin-3-yl)thio)-7-oxo-1-azabicyclo[3.2.0]hept-2-ene